(Z)-2-(octylsulfonyloxyimino)thiophene C(CCCCCCC)S(=O)(=O)O\N=C\1/SC=CC1